C(C)OC(=O)C=1C(=NC(=C(C1O)C1=C(C=CC=C1OC)OC)CCCC)O 6-butyl-5-(2,6-dimethoxyphenyl)-2,4-dihydroxypyridine-3-carboxylic acid ethyl ester